FC(CNC1CCC(CC1)NC(=O)C=1C=CC2=C(C=3N(CCO2)C=NC3)C1)(C)C N-((1r,4r)-4-((2-fluoro-2-methylpropyl)amino)cyclohexyl)-5,6-dihydrobenzo[f]imidazo[1,5-d][1,4]oxazepine-10-carboxamide